5,6-dichloro-1-(1-(4-fluorobenzyl)piperidin-4-yl)-3-(2-morpholinoethyl)-1,3-dihydro-2H-benzo[d]imidazol-2-one ClC1=CC2=C(N(C(N2CCN2CCOCC2)=O)C2CCN(CC2)CC2=CC=C(C=C2)F)C=C1Cl